ClC[C@H](COC1=C(C=C(C=C1)S(=O)(=O)C1=CC(=C(C=C1)OC[C@H](CS(=O)(=O)CC)O)Cl)Cl)O (S)-1-chloro-3-(2-chloro-4-((3-chloro-4-((R)-2-hydroxy-3-(ethylsulfonyl)propoxy)phenyl)sulfonyl)phenoxy)propan-2-ol